N1(CCCC2=NC=CC=C12)C=1C=CC=2C(=NC=C(N2)N2C[C@@H]3[C@]([C@@H]3CC2)(C2=C(C=CC=C2)F)CN)N1 ((1S,6R,7R)-3-(6-(3,4-dihydro-1,5-naphthyridin-1(2H)-yl)pyrido[2,3-b]pyrazin-2-yl)-7-(2-fluorophenyl)-3-azabicyclo[4.1.0]heptan-7-yl)methanamine